CN1C=NC2=C1C=C(C(=C2)C2=CC=CN1C(=CC=C21)C(=O)C2=CC=C(C=C2)NCC2=C(C(=C(C(=C2F)F)SC)F)F)C(F)(F)F (8-(1-methyl-6-(trifluoromethyl)-1H-benzo[d]imidazol-5-yl)indolizin-3-yl)(4-((2,3,5,6-tetrafluoro-4-(methylthio)benzyl)amino)phenyl)methanone